4-(3-amino-1-(3-(cyanomethyl)-1-(isopropylsulfonyl)azetidin-3-yl)-1H-pyrazol-4-yl)-6-(1-methyl-1H-pyrazol-4-yl)pyrazolo[1,5-a]pyrazine-3-carbonitrile NC1=NN(C=C1C=1C=2N(C=C(N1)C=1C=NN(C1)C)N=CC2C#N)C2(CN(C2)S(=O)(=O)C(C)C)CC#N